FC(C1=NC(=NO1)C1=CC=C(C=C1)CN1C(C=NC2=CC=CC=C12)=O)(F)F 1-[[4-[5-(trifluoromethyl)-1,2,4-oxadiazol-3-yl]phenyl]methyl]-2(1H)-quinoxalinone